methoxy-1-methylpyridin-2-one COC=1C(N(C=CC1)C)=O